3-(1',2'-dihydrospiro[cyclopropane-1,3'-pyrrolo[2,3-b]pyridin]-5'-yl)-2-fluoro-N,N-dimethylbenzamide N1CC2(C=3C1=NC=C(C3)C=3C(=C(C(=O)N(C)C)C=CC3)F)CC2